BrC=1C(=NC(=C(C1)[N+](=O)[O-])C)NC1=C(C=C(C=C1)F)F 3-bromo-N-(2,4-difluorophenyl)-6-methyl-5-nitropyridin-2-amine